BrC=1C=CC(=NC1F)N1CCC(CC1)(O)CO 1-(5-bromo-6-fluoropyridin-2-yl)-4-(hydroxymethyl)piperidin-4-ol